1-(1-(3-fluoropyrido[3,2-e][1,2,4]triazolo[4,3-a]pyrimidin-5-yl)-1,2,3,4-tetrahydroquinolin-5-yl)pent-1-yn-3-ol FC1=CC=2C(=NC=3N(C2N=C1)C=NN3)N3CCCC1=C(C=CC=C31)C#CC(CC)O